ClCCN1CCN(CC1)C1=NC=CC(=C1)C1=NNC2=CC=C(C=C12)[N+](=O)[O-] 3-[2-[4-(2-chloroethyl)piperazin-1-yl]-4-pyridinyl]-5-nitro-1H-indazole